CN(CC(=O)N1CCNCC1)C 2-(dimethylamino)-1-(piperazin-1-yl)ethanone